N1C=NC(=C1)CCCC(=O)O 4-(1H-imidazol-4-yl)butyric acid